N-[4-fluoro-5-(1-phenyl-3,6-dihydro-2H-pyridin-4-yl)-2-[(3R,5S)-3,4,5-trimethylpiperazin-1-yl]phenyl]-6-oxo-4-(trifluoromethyl)-1H-pyridine-3-carboxamide FC1=CC(=C(C=C1C=1CCN(CC1)C1=CC=CC=C1)NC(=O)C1=CNC(C=C1C(F)(F)F)=O)N1C[C@H](N([C@H](C1)C)C)C